N-(3-amino-2-hydroxypropyl)-1-[4-[[3-[4-(difluoromethoxy)phenyl]imidazo[1,2-a]pyrazin-8-yl]amino]-2-methylbenzoyl]piperidine-4-carboxamide NCC(CNC(=O)C1CCN(CC1)C(C1=C(C=C(C=C1)NC=1C=2N(C=CN1)C(=CN2)C2=CC=C(C=C2)OC(F)F)C)=O)O